BrC1=C(C=CC=C1Cl)O 2-bromo-3-chlorophenol